(R)-5-(tert-butyl)-N-(2-ethyl-8-(2-((1-methyl-1H-pyrazol-4-yl)amino)pyrimidin-4-yl)-2,3,4,5-tetrahydro-1H-benzo[c]azepin-5-yl)-1,3,4-oxadiazole-2-carboxamide C(C)(C)(C)C1=NN=C(O1)C(=O)N[C@H]1C2=C(CN(CC1)CC)C=C(C=C2)C2=NC(=NC=C2)NC=2C=NN(C2)C